(4-((1-(but-3-en-1-yl)piperidin-4-yl)oxy)phenyl)(6-hydroxy-2-(4-hydroxyphenyl)benzo[b]thiophen-3-yl)methanone C(CC=C)N1CCC(CC1)OC1=CC=C(C=C1)C(=O)C=1C2=C(SC1C1=CC=C(C=C1)O)C=C(C=C2)O